N-(3-Chloro-4-(difluoromethoxy)phenyl)-6-(4,7-diazaspiro[2.5]octan-7-yl)pyrido[3,2-d]pyrimidin-4-amine ClC=1C=C(C=CC1OC(F)F)NC=1C2=C(N=CN1)C=CC(=N2)N2CCNC1(CC1)C2